propyl-trimethyl-ammonium methyl-carbonate COC([O-])=O.C(CC)[N+](C)(C)C